1H-pyrano[3',4':6,7]indolizino[1,2-b]quinolin-9-yl piperazine-1-carboxylate TFA salt OC(=O)C(F)(F)F.N1(CCNCC1)C(=O)OC1=CC2=CC=3C(N=C2C=C1)=C1C=C2C(=CN1C3)COC=C2